2-(4-(2-((5,6-dimethyl-[1,2,4]triazolo[1,5-a]pyridin-2-yl)amino)-2-oxoethyl)-2-fluorophenoxy)pyridine-3-carboxamide CC1=C(C=CC=2N1N=C(N2)NC(CC2=CC(=C(OC1=NC=CC=C1C(=O)N)C=C2)F)=O)C